N-Methyl-N-(6-methyl-2-((4aS,5aR)-5a-methyl-1,4,4a,5,5a,6-hexahydrocyclopropa[f]indazol-3-yl)-1H-benzo[d]imidazol-5-yl)-2-(3-oxomorpholino)acetamide CN(C(CN1C(COCC1)=O)=O)C1=CC2=C(NC(=N2)C2=NNC=3C[C@@]4([C@H](CC23)C4)C)C=C1C